6-(fluoromethyl)-2-(1H-imidazol-1-yl)-N-((1r,4r)-4-(2-methoxyethoxy)cyclohexyl)pyrimidine-4-carboxamide FCC1=CC(=NC(=N1)N1C=NC=C1)C(=O)NC1CCC(CC1)OCCOC